FC1=CC(=C(C=C1)C1=NC=CC2=C1CN(C2=O)C2=CC=C(C=C2)[C@@](C(F)(F)F)(C)O)OCC(F)(F)F |r| rac-4-[4-fluoro-2-(2,2,2-trifluoroethoxy)phenyl]-2-[4-(1,1,1-trifluoro-2-hydroxypropan-2-yl)phenyl]-2,3-dihydro-1H-pyrrolo[3,4-c]pyridin-1-one